CC=1N(C2=CC=CC(=C2C1)N1C(NC(CC1)=O)=O)C1CCN(CC1)CC1CCNCC1 1-(2-Methyl-1-(1-(piperidin-4-ylmethyl)piperidin-4-yl)-1H-indol-4-yl)dihydropyrimidine-2,4(1H,3H)-dione